((tert-butyldimethylsilyl)oxy)-7-(2-hydroxyethyl)-4-methoxy-2-phenethylisoindolin-1-one [Si](C)(C)(C(C)(C)C)OC1N(C(C2=C(C=CC(=C12)OC)CCO)=O)CCC1=CC=CC=C1